NC1=C(C#N)C=C(C(=C1)C)[N+](=O)[O-] 2-Amino-4-methyl-5-nitrobenzonitrile